(S)-2-((4-((2-hydroxy-1-phenylethyl)amino)-5-(1,3,4-oxadiazol-2-yl)pyridin-2-yl)amino)-6-(4-methoxybenzyl)-6,7-dihydro-5H-pyrrolo[3,4-b]pyridin-5-one OC[C@H](C1=CC=CC=C1)NC1=CC(=NC=C1C=1OC=NN1)NC1=CC=C2C(=N1)CN(C2=O)CC2=CC=C(C=C2)OC